NC=1N=NC(=CC1OCC12CC(C1)(C2)C#N)Cl 3-[[(3-amino-6-chloropyridazin-4-yl)oxy]methyl]bicyclo[1.1.1]pentane-1-carbonitrile